C(=O)(O)C1=C(C=CC(=C1)C(=O)O)C=1C=NC=C(C1)C1=C(C=C(C=C1)C(=O)O)C(=O)O 3,5-bis(2,4-dicarboxyphenyl)pyridine